1-[5-bromo-1-(2-trimethylsilylethoxymethyl)indazol-3-yl]ethanone BrC=1C=C2C(=NN(C2=CC1)COCC[Si](C)(C)C)C(C)=O